2,5,6-Trimethylcyclohex-2-en-1-yl-propionate CC=1C(C(C(CC1)C)C)OC(CC)=O